3-(3-chlorophenyl)-N-(6-(((6-cyclopropylimidazo[1,2-a]pyridin-2-yl)methyl)amino)pyrimidin-4-yl)propanamide ClC=1C=C(C=CC1)CCC(=O)NC1=NC=NC(=C1)NCC=1N=C2N(C=C(C=C2)C2CC2)C1